BrC=1C=C(C=CC1)C(C(F)F)O 1-(3-bromophenyl)-2,2-difluoro-ethanol